C(C)(C)(C)OC(=O)N1C[C@@H](CCC1)N(C(C1=C(C=C(C=C1)I)F)=O)C1=NC=CC2=CC=CC(=C12)C.C(CCCCCCCCCCCCCCC)S(=O)(=O)[O-].[Na+] Sodium 1-HexadecaneSulfonate tert-butyl-(R)-3-(2-fluoro-4-iodo-N-(8-methylisoquinolin-1-yl)benzamido)piperidine-1-carboxylate